[Pd](Cl)Cl.CC1=C(C=CC=C1)P(C1=C(C=CC=C1)C)C1=C(C=CC=C1)C.CC1=C(C=CC=C1)P(C1=C(C=CC=C1)C)C1=C(C=CC=C1)C bis[tri(2-methylphenyl)phosphine] palladium dichloride